S1C2=C(C(=C1)C1=NC(=NC=C1Cl)Cl)C=CC=C2 4-(benzo[b]thiophen-3-yl)-2,5-dichloropyrimidine